C(C1=CC=CC=C1)OC(=O)N[C@H](C=1N=C2N(N=CC(=C2)C=2CN(CC2C(=O)N2CC(C(C2)(F)F)(F)F)C(=O)OC(C)(C)C)C1)C1CCC(CC1)(F)F tert-Butyl 3-{2-[(S)-benzyloxycarbonylamino(4,4-difluorocyclohexyl)methyl]imidazo-[1,2-b]pyridazin-7-yl}-4-(3,3,4,4-tetrafluoropyrrolidine-1-carbonyl)-2,5-dihydropyrrole-1-carboxylate